CON(CCC1=CC=CC=C1)OC Dimethoxyphenylethylamine